2-ethylcyclopent-3-ene-1,2-diol C(C)C1(C(CC=C1)O)O